FC1=C(C=CC=C1)[C@H]1CCC2=NNC(N21)=O (R)-5-(2-fluorophenyl)-2,5,6,7-tetrahydro-3H-pyrrolo[2,1-c][1,2,4]triazol-3-one